C(C1=CC=CC=C1)(=O)NC1=NC(NC=C1C)=O N-Benzoyl-5-Methylcytosine